4-(4-cyclopropyl-1H-imidazol-1-yl)-1-methyl-1H-indole-2-carboxylic acid ethyl ester C(C)OC(=O)C=1N(C2=CC=CC(=C2C1)N1C=NC(=C1)C1CC1)C